triisononyl 1,2,4-benzenetricarboxylate C=1(C(=CC(=CC1)C(=O)OCCCCCCC(C)C)C(=O)OCCCCCCC(C)C)C(=O)OCCCCCCC(C)C